(S)-1-(4-nitropyridin-2-yl)-N-((R)-1-(3,3-difluorocyclobutylcarbamoyl)-2,3-dihydro-1H-inden-1-yl)-N-(3,5-difluorophenyl)-5-oxopyrrolidine-2-carboxamide [N+](=O)([O-])C1=CC(=NC=C1)N1[C@@H](CCC1=O)C(=O)N(C1=CC(=CC(=C1)F)F)[C@@]1(CCC2=CC=CC=C12)C(NC1CC(C1)(F)F)=O